BrC=1C=C2CCCC(C2=CC1)NC(C1=CC(=CC(=C1)C(F)(F)F)C(F)(F)F)=O N-(6-bromo-1,2,3,4-tetrahydronaphthalen-1-yl)-3,5-bis(trifluoromethyl)benzamide